2-(5-methoxy-1H-indol-1-yl)acetaldehyde COC=1C=C2C=CN(C2=CC1)CC=O